C(C)OC(CCC1=C(C=CC=C1)C=1C=NC(=CC1)C1=CC(=C(C2=CC=CC=C12)O)C(N(C)C)=O)=O 3-[2-[6-[3-(dimethylcarbamoyl)-4-hydroxynaphthalen-1-yl]pyridin-3-yl]phenyl]propionic acid ethyl ester